OCC1CC2(CC(C2)NC(NCC2=CC=C(C=C2)OC)=O)C1 3-[6-(hydroxymethyl)spiro[3.3]hept-2-yl]-1-[(4-methoxyphenyl)methyl]urea